2-(tert-butyl-4-hydroxy-4,7-dihydro-5H-spiro[benzo[d]thiazole-6,4'-piperidin]-1'-yl)(7-ethoxy-1,3-dimethyl-1H-indazol-5-yl)methanone C(C)(C)(C)C1N(CCC2(C1)CC1=C(N=CS1)C(C2)O)N2N(C1=C(C=C(C=C1C2C)C=O)OCC)C